ClC(C(C(Cl)Cl)F)Cl 1,1,3,3-tetrachloro-2-fluoropropane